C(C)(C)OCC(=O)N1CCN(CC1)C1=CC(=NC=C1)NC=1SC2=NC(=CC=C2N1)C1=CC=NC=C1 2-isopropoxy-1-(4-(2-((5-(pyridin-4-yl)thiazolo[5,4-b]pyridin-2-yl)amino)pyridin-4-yl)piperazin-1-yl)ethanone